4-benzyl-2,6-dichloro-methoxybenzene C(C1=CC=CC=C1)C1=CC(=C(C(=C1)Cl)OC)Cl